2-(1-(3-methyl-4-nitrophenyl)vinyl)-10H-phenothiazine CC=1C=C(C=CC1[N+](=O)[O-])C(=C)C1=CC=2NC3=CC=CC=C3SC2C=C1